C1(=CC=CC=C1)C1CC(NC=2N=CNC(C21)=O)=O 5-phenyl-5,6-dihydropyrido[2,3-d]pyrimidine-4,7(3h,8h)-dione